ClC1=CC=C(N=N1)C#CCN(C(=O)[C@H]1N(CCC1)C1=NC(=CC(=C1C#N)C(F)(F)F)C)C1=CC=C(C=C1)F (S)-N-(3-(6-Chloropyridazin-3-yl)prop-2-yn-1-yl)-1-(3-cyano-6-methyl-4-(trifluoromethyl)pyridin-2-yl)-N-(4-fluorophenyl)pyrrolidine-2-carboxamide